2-(4-(4-(2-chloro-3-(6-methoxy-5-((7-oxo-2,6-diazaspiro[3.4]octan-2-yl)methyl)-pyridin-2-yl)phenyl)-3-fluoropyridin-2-yl)-2-methoxybenzyl)-2,6-diazaspiro[3.4]octan-7-one ClC1=C(C=CC=C1C1=NC(=C(C=C1)CN1CC2(C1)CNC(C2)=O)OC)C2=C(C(=NC=C2)C2=CC(=C(CN1CC3(C1)CNC(C3)=O)C=C2)OC)F